C([C@@H](O)C1=CC=CC=C1)(=O)O l(+)-mandelic acid